C(=C)C1=CC=C(C[N+](C)(C)CCCCCCCCCC)C=C1 N-(4-vinylbenzyl)-N-decyl-N,N-dimethylammonium